6-bromo-4-iodo-8-(4-methylpiperazin-1-yl)isoquinoline BrC=1C=C2C(=CN=CC2=C(C1)N1CCN(CC1)C)I